OCCCOC1=CC=C(C=C1)N1C(N(C(C1(C)C)=O)C1=CC(=C(C#N)C=C1)C(F)(F)F)=S 4-(3-(4-(3-Hydroxypropoxy)phenyl)-4,4-dimethyl-5-oxo-2-thioxoimidazolidin-1-yl)-2-(trifluoromethyl)benzonitrile